FC(OC1=C(C=CC=C1)C1CCN(CC1)[C@@H]1CC2(CN(C2)C=2SC=NN2)CC1)(F)F (S)-2-(6-(4-(2-(trifluoromethoxy)phenyl)piperidin-1-yl)-2-azaspiro[3.4]oct-2-yl)-1,3,4-thiadiazole